[1,3,5]Triazin-4-ol N1=CN=C(N=C1)O